CC1=CC=C(C=C1)SP(C1=CC=CC=C1)(C1=CC=CC=C1)=O S-(4-methylphenyl)thiodiphenyl-phosphorus oxide